N-((1R)-3-cyano-3-azabicyclo[3.2.0]heptan-1-yl)-5-(3-(phenylthio)pyridin-4-yl)thiazole-2-carboxamide C(#N)N1C[C@]2(CCC2C1)NC(=O)C=1SC(=CN1)C1=C(C=NC=C1)SC1=CC=CC=C1